C1=C(C=CC2=CC=CC=C12)SC=1NC(=CC1C#N)C1=CC=CC=C1 2-(naphthalen-2-ylsulfanyl)-5-phenyl-1H-pyrrole-3-carbonitrile